6-((5-(1,3-dimethyl-1H-pyrazol-5-yl)-7-((2-methyl-1H-imidazol-1-yl)methyl)-1-oxo-3,4-dihydroisoquinolin-2(1H)-yl)methyl)-4-ethoxynicotinonitrile CN1N=C(C=C1C1=C2CCN(C(C2=CC(=C1)CN1C(=NC=C1)C)=O)CC1=NC=C(C#N)C(=C1)OCC)C